(1S,3R,4R)-3-[(tert-Butoxycarbonyl)amino]-4-(methoxymethoxy)cyclopentane-1-carboxylic acid C(C)(C)(C)OC(=O)N[C@@H]1C[C@@H](C[C@H]1OCOC)C(=O)O